FC(CN1N=NC2=C1C=C(C=C2)C=2C=CN1N=C(N=CC12)N[C@@H]1[C@@H](CN(CC1)C1COC1)F)F 5-(1-(2,2-Difluoroethyl)-1H-benzo[d][1,2,3]triazol-6-yl)-N-((3R,4S)-3-fluoro-1-(oxetan-3-yl)piperidin-4-yl)pyrrolo[2,1-f][1,2,4]triazin-2-amine